6-({4-[(2S)-2-[(8-{3-[(dimethylamino)methyl]phenyl}quinazolin-4-yl)amino]propyl]piperazin-1-yl}sulfonyl)-1,2-dihydroquinoxalin-2-one CN(C)CC=1C=C(C=CC1)C=1C=CC=C2C(=NC=NC12)N[C@H](CN1CCN(CC1)S(=O)(=O)C=1C=C2N=CC(NC2=CC1)=O)C